ferrocene chloride Palladium chloride [Pd+](Cl)Cl.[Cl-].[CH-]1C=CC=C1.[CH-]1C=CC=C1.[Fe+2]